OCCC[C@@H](C(N[C@@H]([C@H](CC)C)C(NC)=O)=O)NC(OC(C)(C)C)=O tert-butyl N-[(1S)-4-hydroxy-1-{[(1S,2S)-2-methyl-1-(methylcarbamoyl) butyl]carbamoyl}butyl]carbamate